tert-butyl (6-((6-((2S,6S)-2,6-dimethylmorpholino)-2-methylpyridin-3-yl)amino)spiro[3.3]heptan-2-yl)carbamate C[C@@H]1O[C@H](CN(C1)C1=CC=C(C(=N1)C)NC1CC2(CC(C2)NC(OC(C)(C)C)=O)C1)C